O=C1NC(CCC1N1C(C2=CC=C(C=C2C1=O)NCCCC1CCN(CC1)CCOC1=CC=C(C=C1)\C(=C(\CC)/C1=CC=CC=C1)\C1=CC=C(C=C1)O)=O)=O (Z)-2-(2,6-dioxopiperidin-3-yl)-5-((3-(1-(2-(4-(1-(4-hydroxyphenyl)-2-phenylbut-1-en-1-yl)phenoxy)ethyl)piperidin-4-yl)propyl)amino)isoindoline-1,3-dione